Potassium pyrrolidin N1CCCC1.[K]